C(C)(C)(C)OC(N(CC#C)C)=O.[Cl-].C(CC)[NH+]1C=C(C=C1)CCCC 1-Propyl-3-butylpyrrolium chlorid tertbutyl-methyl(prop-2-yn-1-yl)carbamate